BrC1=CC(=C(C=C1)NC1=C(C2=C(N(C=N2)C)C=C1C(=O)NOCCO)F)F 5-((4-bromo-2-fluorophenyl)amino)-4-fluoro-N-(2-hydroxyethoxy)-1-methyl-1H-benzo[d]imidazole-6-carboxamide